4-formylpiperidine-1,4-dicarboxylic acid 1-tert-butyl 4-ethyl ester C(C)OC(=O)C1(CCN(CC1)C(=O)OC(C)(C)C)C=O